BrC1=CC(=CC2=C1N=CS2)[N+](=O)[O-] 4-bromo-6-nitrobenzo[d]thiazole